ClC1=C(C2=C(NC(=N2)C(=O)O)C=C1C)C 5-chloro-4,6-dimethyl-1H-benzimidazole-2-carboxylic acid